4-(4-Hydroxyphenethyl)-5'-methyl-2'-(prop-1-en-2-yl)-1',2',3',4'-tetrahydro-[1,1'-biphenyl]-2,6-diol OC1=CC=C(CCC=2C=C(C(=C(C2)O)C2C(CCC(=C2)C)C(=C)C)O)C=C1